CN(CCN(C1=C(C=C(C=C1)NC=1N=C(C2=C(N1)NC=C2)C2=CN(C1=CC=C(C=C21)F)CC)NC(C)=O)C)C N-(2-((2-(dimethylamino)ethyl)(methyl)amino)-5-((4-(1-ethyl-5-fluoro-1H-indol-3-yl)-7H-pyrrolo[2,3-d]pyrimidin-2-yl)amino)phenyl)acetamide